(3R,5R)-5-(3-amino-1-(tert-butyl)-1H-pyrazol-5-yl)tetrahydrofuran-3-yl (1-methylcyclopropyl)carbamate CC1(CC1)NC(O[C@H]1CO[C@H](C1)C1=CC(=NN1C(C)(C)C)N)=O